ClC1=CC=C(C=N1)OCC(=O)O 2-[(6-chloro-3-pyridyl)oxy]acetic acid